Dioctadecyl (S)-2-(((3-(dimethylamino)propyl)(methyl)carbamoyl)oxy)succinate CN(CCCN(C(=O)O[C@H](C(=O)OCCCCCCCCCCCCCCCCCC)CC(=O)OCCCCCCCCCCCCCCCCCC)C)C